C(=O)(C=C)NC(=O)N acrylurea